ClC=1C(=C(C=CC1)NC(=O)C1=CC(=CC=2NC(=NC21)COC)NC(=O)C2=C(C=CC(=C2)C)C(F)(F)F)C N-(3-chloro-2-methylphenyl)-2-(methoxymethyl)-6-({[5-methyl-2-(trifluoromethyl)phenyl]carbonyl}amino)-1H-benzoimidazole-4-carboxamide